2-[1-(cyclopropylmethyl)piperidin-4-yl]-4-phenyl-2,3-dihydropyridazin-3-one hydrochloride Cl.C1(CC1)CN1CCC(CC1)N1N=CC=C(C1=O)C1=CC=CC=C1